C(C)(C)(C)OC(=O)N([C@H](C(=O)N[C@H](C(=O)N1C[C@H](C[C@H]1C(N[C@@H]1CCCC2=CC=CC=C12)=O)NCC(=O)OCC)C1CCCCC1)C)C Ethyl ((3S,5S)-1-((S)-2-((S)-2-((tert-butoxycarbonyl)(methyl)amino) propanamido)-2-cyclohexylacetyl)-5-(((R)-1,2,3,4-tetrahydronaphthalen-1-yl)carbamoyl) pyrrolidin-3-yl)glycinate